ClC1=NSC(=N1)C1=NN=C2N1CCN([C@@H]2C)C(=O)C2=C(C(=C(C(=C2[2H])[2H])F)[2H])[2H] (R)-(3-(3-chloro-1,2,4-thiadiazol-5-yl)-8-methyl-5,6-dihydro-[1,2,4]Triazolo[4,3-a]pyrazin-7(8H)-yl)(4-fluorophenyl-2,3,5,6-d4)methanone